8-(4-(methoxy)phenyl)-N-phenylquinazolin-2-amine COC1=CC=C(C=C1)C=1C=CC=C2C=NC(=NC12)NC1=CC=CC=C1